The molecule is an amino disaccharide composed of 3-sulfated beta-D-galactose and N-acetyl-alpha-D-galactosaminyl residues in beta-(1->3) linkage. It has a role as an epitope. It is an amino disaccharide and an oligosaccharide sulfate. CC(=O)N[C@@H]1[C@H]([C@H]([C@H](O[C@@H]1O)CO)O)O[C@H]2[C@@H]([C@H]([C@H]([C@H](O2)CO)O)OS(=O)(=O)O)O